C(C)(=O)OC(C(F)(F)F)=CCC1=CC2=CC=CC=C2C=C1 4-(2-naphthyl)-1,1,1-trifluorobut-2-en-2-yl acetate